N,N,N',N'-tetramethyl-1,3-propanediamine CN(CCCN(C)C)C